7-(benzyloxy)-3,3-dimethylchroman-4-one C(C1=CC=CC=C1)OC1=CC=C2C(C(COC2=C1)(C)C)=O